(S)-2-(4-(2-Ethylpiperazin-1-yl)-5-phenyl-7H-pyrrolo[2,3-d]pyrimidin-7-yl)isonicotinonitrile C(C)[C@@H]1N(CCNC1)C=1C2=C(N=CN1)N(C=C2C2=CC=CC=C2)C=2C=C(C#N)C=CN2